6-fluoro-1-(4-fluoro-2-methylphenyl)-3-(6-methoxy-2-methylpyridin-3-yl)-7-methyl-2,3-dihydroquinazolin-4(1H)-one FC=1C=C2C(N(CN(C2=CC1C)C1=C(C=C(C=C1)F)C)C=1C(=NC(=CC1)OC)C)=O